(2-Azabicyclo[2.2.1]heptan-2-yl)-N-(1-(methylsulfonyl)piperidin-4-yl)-6-(1H-pyrazol-4-yl)-[1,2,4]triazolo[1,5-a]pyrazin-2-amine C12N(CC(CC1)C2)C2=C(N=CC=1N2N=C(N1)NC1CCN(CC1)S(=O)(=O)C)C=1C=NNC1